hexane-2,3,4,5-tetraol CC(C(C(C(C)O)O)O)O